tert-butyl (((1S,4S)-4-((2-(2,6-dioxopiperidin-3-yl)-1-oxoisoindolin-4-yl)(pentyl)amino)cyclohexyl)methyl)carbamate O=C1NC(CCC1N1C(C2=CC=CC(=C2C1)N(C1CCC(CC1)CNC(OC(C)(C)C)=O)CCCCC)=O)=O